2-amino-4-(difluoromethoxy)-5-methoxybenzoic acid NC1=C(C(=O)O)C=C(C(=C1)OC(F)F)OC